2H,2'H-3,3'-spirobi[benzfuran] O1CC2(C3=C1C=CC=C3)COC3=C2C=CC=C3